(5S)-5-((tert-butylsulfinyl)amino)-2-methyl-spiro[5,7-dihydro-cyclopenta[b]pyridine-6,4'-piperidine]-1'-carboxylic acid tert-butyl ester C(C)(C)(C)OC(=O)N1CCC2(CC1)[C@@H](C=1C(=NC(=CC1)C)C2)NS(=O)C(C)(C)C